[NH3+]CCCOCCOCCOCCCNC(C[N+]1=[C+]C=C(C=C1)/C=N/O)=O (E)-1-(16-Ammonio-2-oxo-7,10,13-trioxa-3-azahexadecyl)-4-((hydroxyimino)methyl)pyridin-1-ium-2-ylium